S(=O)(=O)(O)[O-].OC=1C=CC=C2C=CC=[NH+]C12 8-Hydroxyquinolinium hydrogen sulfate